5-(4-chloro-1-methyl-1H-indazol-6-yl)-1,2,3,4-tetrahydropyridine-1-carboxylic acid tert-butyl ester C(C)(C)(C)OC(=O)N1CCCC(=C1)C1=CC(=C2C=NN(C2=C1)C)Cl